C(C)(C)C1=CC(=NN1)C(=O)N1C[C@H]2C([C@H]2C1)C1=NOC(C1C)(C)C (5-isopropyl-1H-pyrazol-3-yl)[(1R,5S,6r)-6-(4,5,5-trimethyl-4,5-dihydro-1,2-oxazol-3-yl)-3-azabicyclo[3.1.0]hex-3-yl]methanone